COC1=CC=C(C=C1)C[C@@H]1COC2=C(C1=O)C(=C(C(=C2OC)O)C)O (3R)-3-[(4-methoxyphenyl)methyl]-2,3-dihydro-5,7-dihydroxyl-8-methoxyl-6-methyl-4H-1-benzopyran-4-one